[Cl-].[Cl-].C1(=CC=CC=C1)[SiH](C1=CC=CC=C1)[Zr+2](C1C2=CC=CC=C2C=2C=CC=CC12)C1C=CC=C1 diphenylsilyl-(cyclopentadienyl)(9-fluorenyl)zirconium dichloride